6,7,8,9-tetrahydro-4H-pyrido[1,2-a]pyrimidin-4-one N1=C2N(C(C=C1)=O)CCCC2